N-phenyl-(β-naphthylamine) C1(=CC=CC=C1)NC1=CC2=CC=CC=C2C=C1